2-[6-bromo-4-(cyclopropylmethoxy)-1-oxophthalazin-2-yl]-N-(5-fluoropyrimidin-2-yl)acetamide BrC=1C=C2C(=NN(C(C2=CC1)=O)CC(=O)NC1=NC=C(C=N1)F)OCC1CC1